Tert-butyl (2R,5S)-4-(6-chloro-7-(3,5-dimethyl-1-trityl-1H-indazol-4-yl)-8-fluoro-2-(((R)-4-methylmorpholin-2-yl)methoxy)quinazolin-4-yl)-2,5-dimethylpiperazine-1-carboxylate ClC=1C=C2C(=NC(=NC2=C(C1C1=C2C(=NN(C2=CC=C1C)C(C1=CC=CC=C1)(C1=CC=CC=C1)C1=CC=CC=C1)C)F)OC[C@H]1CN(CCO1)C)N1C[C@H](N(C[C@@H]1C)C(=O)OC(C)(C)C)C